10-(naphthalen-1-yl)benzo[G]isoquinoline C1(=CC=CC2=CC=CC=C12)C=1C2=C(C=C3C=CN=CC13)C=CC=C2